6-methyl-1,3-dihydrofuro[3,4-c]pyridine-4,7-diamine CC1=C(C2=C(C(=N1)N)COC2)N